4-[2-[2-(2-aminoethoxy)ethoxy]ethoxy]-N-[3-(3-chloro-4-cyano-phenoxy)-2,2,4,4-tetramethyl-cyclobutyl]benzamide NCCOCCOCCOC1=CC=C(C(=O)NC2C(C(C2(C)C)OC2=CC(=C(C=C2)C#N)Cl)(C)C)C=C1